methyl (2S)-2-(N-benzylformamido)-3-[1-(triphenylmethyl)-1H-imidazol-4-yl]propanoate C(C1=CC=CC=C1)N(C=O)[C@H](C(=O)OC)CC=1N=CN(C1)C(C1=CC=CC=C1)(C1=CC=CC=C1)C1=CC=CC=C1